4-[4-[[5-(4-Tert-butoxycarbonylpiperazin-1-yl)pyrazolo[1,5-a]pyrimidine-3-carbonyl]amino]-3-(difluoromethyl)pyrazol-1-yl]benzoic acid C(C)(C)(C)OC(=O)N1CCN(CC1)C1=NC=2N(C=C1)N=CC2C(=O)NC=2C(=NN(C2)C2=CC=C(C(=O)O)C=C2)C(F)F